methyl 6-aminohexanoate NCCCCCC(=O)OC